C(C)(C)(C)OC(=O)N1CC2=C(CC1)C(=C(S2)N)C#N tert-butyl-2-amino-3-cyano-4,5-dihydrothieno-[2,3-c]pyridine-6(7H)-carboxylate